C(C)(C)C1=C(NC2=CC=C(C=C12)C1CCNCC1)C1=CC(=NC=C1)C(=O)NCC(F)(F)F 4-(3-isopropyl-5-(piperidin-4-yl)-1H-indol-2-yl)-N-(2,2,2-trifluoroethyl)picolinamide